FC1=C(C=CC(=C1)F)N1CCN(CC1)CC=1C=C2C(N(C(C2=CC1)=O)N1C(NC(CC1)=O)=O)=O 5-((4-(2,4-difluorophenyl)piperazin-1-yl)methyl)-2-(2,4-dioxotetrahydropyrimidin-1(2H)-yl)isoindoline-1,3-dione